7-bromo-5-methyl-[1,2,4]triazolo[4,3-a]pyridin-8-amine BrC1=C(C=2N(C(=C1)C)C=NN2)N